C(C)(C)(C)S(=O)(=O)C1=CC=C(C=N1)C1CN(C1)C(CC[C@H]1NC(OC1)=O)=O (4R)-4-[3-[3-(6-tert-Butylsulfonyl-3-pyridyl)azetidin-1-yl]-3-oxo-propyl]oxazolidin-2-one